tert-butyl 4-(7-bromo-6-chloro-2-((1-methylpiperidin-4-yl)oxy)-8-((tetrahydro-2H-pyran-4-yl) oxy)quinazolin-4-yl)piperazin-1-carboxylate BrC1=C(C=C2C(=NC(=NC2=C1OC1CCOCC1)OC1CCN(CC1)C)N1CCN(CC1)C(=O)OC(C)(C)C)Cl